N-(6-((4-(aminomethyl)-1H-pyrazol-1-yl)methyl)-5-methoxybenzo[d]isoxazol-3-yl)-2-methoxy-5-methylbenzenesulfonamide NCC=1C=NN(C1)CC1=CC2=C(C(=NO2)NS(=O)(=O)C2=C(C=CC(=C2)C)OC)C=C1OC